(2E)-3-(2,3-dihydro-1-benzofuran-5-yl)prop-2-enoic acid O1CCC2=C1C=CC(=C2)/C=C/C(=O)O